C(CCC)N(C(=N)N(C)C)C 1-butyl-1,3,3-trimethylguanidine